5-bromo-2-(isobutyryl-oxy)-3-((1-(4-(isobutyryloxy)phenyl)-4-methoxy-3-oxobutan-2-ylimino)methyl)phenyl 3-methylbenzoate CC=1C=C(C(=O)OC2=C(C(=CC(=C2)Br)C=NC(CC2=CC=C(C=C2)OC(C(C)C)=O)C(COC)=O)OC(C(C)C)=O)C=CC1